N(C(=O)N)CCN(C(=O)N)CCC[Si](OC)(OC)OC N-(2-ureidoethyl)-3-ureidopropyltrimethoxysilane